CCCCCCCCCCCCCCCCCCC(CC(=O)[O-])(C[N+](C)(C)C)O stearylcarnitine